4-ethyl-1-fluoro-5-methoxy-2-methyl-3-nitro-benzene C(C)C1=C(C(=C(C=C1OC)F)C)[N+](=O)[O-]